COS(=O)(=O)[O-].C(CCCCCCC\C=C/CCCCCCCC)[N+]1(CCOCC1)C N-oleyl-N-methylmorpholinium methyl-sulfate